5-[2-fluoro-4-[3-(2-oxopyrrolidin-1-yl)propoxy]phenoxy]imidazo[1,5-a]pyridine-7-carboxamide FC1=C(OC2=CC(=CC=3N2C=NC3)C(=O)N)C=CC(=C1)OCCCN1C(CCC1)=O